FC1=C(CNC2=NS(C3=C(N2)C(=CC=C3)C3=CC(=CC(=C3)F)F)(=O)=O)C(=CC=C1)F ((2,6-difluorobenzyl)amino)-5-(3,5-difluorophenyl)-4H-benzo[e][1,2,4]thiadiazine 1,1-dioxide